sodium ammonium nonylphenol C(CCCCCCCC)C1=C(C=CC=C1)O.[NH4+].[Na+]